ClC1=C(C(=CC=C1Cl)O)[C@@H]1C[C@H]2N(C([C@@H]3N(C2=O)CC[C@@H]3O)=O)CC1 (1S,5aR,7S,11aR)-7-(2,3-dichloro-6-hydroxyphenyl)-1-hydroxyhexahydro-1H-pyrido[1,2-a]pyrrolo[1,2-d]pyrazine-5,11(5aH,11aH)-dione